4-[2-(4-fluorophenyl)-2,8-diazaspiro[4.5]decan-8-yl]-1-methyl-2-oxo-1,2-dihydroquinoline FC1=CC=C(C=C1)N1CC2(CC1)CCN(CC2)C2=CC(N(C1=CC=CC=C21)C)=O